(S)-2-(2-((5-(1-aminoisoquinolin-5-yl)-1-(tetrahydrofuran-3-yl)-1H-indazol-3-yl)methoxy)phenyl)acetic acid NC1=NC=CC2=C(C=CC=C12)C=1C=C2C(=NN(C2=CC1)[C@@H]1COCC1)COC1=C(C=CC=C1)CC(=O)O